NC1=NC=NC=2N(C3=CC=C(C=C3C21)C(F)(F)F)CC(=O)N2[C@@H]1C[C@@]1(C[C@H]2C(=O)NC2=NC(=CN=C2)Br)C (1R,3S,5R)-2-(2-(4-amino-6-(trifluoromethyl)-9H-pyrimido[4,5-b]indol-9-yl)acetyl)-N-(6-bromopyrazin-2-yl)-5-methyl-2-azabicyclo[3.1.0]hexane-3-carboxamide